C(CCCCCCC\C=C/CCCCCCCC)(=O)OC1=C(C=C(C=C1)\C=C\C(=O)OCCO)OC(CCCCCCC\C=C/CCCCCCCC)=O (Z)-4-((E)-3-(2-hydroxyethoxy)-3-oxoprop-1-en-1-yl)-1,2-phenylene dioleate